(5-(1-((1s,4s)-4-(6-fluoroquinolin-4-yl) cyclohexyl) ethyl)-1H-pyrazol-3-yl) phosphoramidate P(OC1=NNC(=C1)C(C)C1CCC(CC1)C1=CC=NC2=CC=C(C=C12)F)([O-])(=O)N